gamma-glycidoxypropyltrimethoxysilane 2-{[(tert-butoxy)carbonyl]amino}-2-(3,4-dichlorophenyl)propyl-2,2-dimethylpropanoate C(C)(C)(C)OC(=O)NC(COC(C(C)(C)C)=O)(C)C1=CC(=C(C=C1)Cl)Cl.C(C1CO1)OCCC[Si](OC)(OC)OC